tert-butyl 5-(methoxymethyl)-2,4-dioxopiperidine-1-carboxylate COCC1C(CC(N(C1)C(=O)OC(C)(C)C)=O)=O